FC1=CC=C(C=C1)[C@@]1(CCOC2(CCCC2)C1)CCNCC1=C(C=CC=C1)C1=CC=NC=C1 (R)-2-(9-(4-fluorophenyl)-6-oxaspiro[4.5]decan-9-yl)-N-(2-(pyridine-4-yl)benzyl)ethylamine